CN1C2=NCCCN2CCC1 7-methyl-1,5,7-triazabicyclo-[4.4.0]-dec-5-ene